QUINAZOLIN-7-YLBORONIC ACID N1=CN=CC2=CC=C(C=C12)B(O)O